(R,E)-N'-(2-(1-(1-cyclopropyl-1H-pyrazol-4-yl)piperidin-3-yl)-7-hydroxy-[1,2,4]triazolo[1,5-c]quinazolin-5-yl)-N,N-dimethylformimidamide C1(CC1)N1N=CC(=C1)N1C[C@@H](CCC1)C1=NN2C(=NC=3C(=CC=CC3C2=N1)O)/N=C/N(C)C